(3R*,5R*)-1-(3-amino-6-(2-hydroxyphenyl)pyridazin-4-yl)-5-fluoropiperidin NC=1N=NC(=CC1N1CCC[C@H](C1)F)C1=C(C=CC=C1)O |o1:11|